ClC1=CC=C(N=N1)NC1CCC2(CCNCC2)CC1 9-((6-chloropyridazin-3-yl)amino)-3-azaspiro[5.5]undecane